OC1(CC(C1)CC(=O)NCC1=CC(=NC=C1)OCC(F)(F)F)C 2-((1s,3s)-3-Hydroxy-3-methylcyclobutyl)-N-((2-(2,2,2-trifluoroethoxy)pyridin-4-yl)methyl)acetamide